(12aR)-10-Chloro-9-(5-methyl-1H-indazol-4-yl)-2-(prop-2-enoyl)-1,2,3,4,12,12a-hexahydro-6H-pyrazino[2,1-c][1,4]benzoxazepin-6-one ClC1=C(C=CC=2C(N3[C@@H](COC21)CN(CC3)C(C=C)=O)=O)C3=C2C=NNC2=CC=C3C